2-phenyl-2-azaspiro[4.5]decane-3,7-dione C1(=CC=CC=C1)N1CC2(CC1=O)CC(CCC2)=O